5-[3-(2,6-dioxo-3-piperidyl)-1-methyl-2-oxo-8,9-dihydro-7H-imidazo[4,5-f]quinolin-6-yl]pentanoic acid O=C1NC(CCC1N1C(N(C2=C3CCCN(C3=CC=C21)CCCCC(=O)O)C)=O)=O